[2H]C1(OC2=C(O1)C=CC=C2)[2H] 2,2-Dideuterio-1,3-benzodioxol